ClC=1C=C(OC(C(=O)NC2=CC=C(C=C2)C2=CC=C(C=C2)COC)(C)C)C=CC1 2-(3-chlorophenoxy)-N-(4'-(methoxymethyl)-[1,1'-biphenyl]-4-yl)-2-methylpropanamide